OC1=C(C=CC(=C1O)OC)/C=C(/C(=O)O)\C1=CC(=C(C(=C1)OC)OC)OC (E)-3-(2,3-dihydroxy-4-methoxyphenyl)-2-(3,4,5-trimethoxyphenyl)acrylic acid